NC1=NNC(C2=C1N(C=C2[C@H]2CN(CCC2)C(\C=C\[C@@H]2N(CC2)C)=O)C2=CC=C(C=C2)OC2=C(C=CC=C2)F)=O 7-Amino-1-(4-(2-fluorophenoxy)phenyl)-3-((S)-1-((E)-3-((R)-1-methylazetidin-2-yl)acryloyl)piperidin-3-yl)-1,5-dihydro-4H-pyrrolo[2,3-d]pyridazin-4-on